COC(C[SiH2]CCCN(C)CCC[SiH2]CC(OC)OC)OC bis(3-dimethoxyethylsilylpropyl)N-methylamine